(E)-N-((5-(2-methoxyvinyl)-1,3,4-oxadiazol-2-yl)methyl)-2-(N-(1-(1-(naphthalen-1-yl)ethyl)piperidin-4-yl)methylsulfonamido)acetamide CO/C=C/C1=NN=C(O1)CNC(CN(S(=O)(=O)C)C1CCN(CC1)C(C)C1=CC=CC2=CC=CC=C12)=O